aminotetrahydropyran-4-carboxylic acid NC1OCCC(C1)C(=O)O